The molecule is a linear 27-membered polypeptide comprising the sequence Lys-Gly-Lys-Gly-Lys-Gly-Lys-Gly-Lys-Gly-Glu-Asn-Pro-Val-Val-His-Phe-Phe-Lys-Asn-Ile-Val-Thr-Pro-Arg-Thr-Pro. Corresponds to the sequence of the myelin basic protein 83-99 (MBP83-99) immunodominant epitope with an (L-lysylglycyl)5 [(KG5)] linker attached to the glutamine(83) (E(83)) residue. CCC(C)[C@@H](C(=O)N[C@@H](C(C)C)C(=O)N[C@@H](C(C)O)C(=O)N1CCC[C@H]1C(=O)N[C@@H](CCCNC(=N)N)C(=O)N[C@@H](C(C)O)C(=O)N2CCC[C@H]2C(=O)O)NC(=O)[C@H](CC(=O)N)NC(=O)[C@H](CCCCN)NC(=O)[C@H](CC3=CC=CC=C3)NC(=O)[C@H](CC4=CC=CC=C4)NC(=O)[C@H](CC5=CNC=N5)NC(=O)[C@H](C(C)C)NC(=O)[C@H](C(C)C)NC(=O)[C@@H]6CCCN6C(=O)[C@H](CC(=O)N)NC(=O)[C@H](CCC(=O)N)NC(=O)CNC(=O)[C@H](CCCCN)NC(=O)CNC(=O)[C@H](CCCCN)NC(=O)CNC(=O)[C@H](CCCCN)NC(=O)CNC(=O)[C@H](CCCCN)NC(=O)CNC(=O)[C@H](CCCCN)N